OC1=CC=C(C=C1)N1C2(CCC2)CCNC1=O 5-(4-hydroxyphenyl)-5,7-diazaspiro[3.5]nonan-6-one